5-(2-(1,4-oxazepan-4-yl)quinolin-8-yl)-6-ethylpyridin-2-amine O1CCN(CCC1)C1=NC2=C(C=CC=C2C=C1)C=1C=CC(=NC1CC)N